4-[1-(methanesulfonamido)-1-methyl-ethyl]piperidine-1-carboxylic acid tert-butyl ester C(C)(C)(C)OC(=O)N1CCC(CC1)C(C)(C)NS(=O)(=O)C